(RS)-serine N[C@H](CO)C(=O)O |r|